5-(2-chloro-3-fluorophenyl)-3-((2-methoxyethyl)amino)-4H-benzo[e][1,2,4]thiadiazine 1,1-dioxide ClC1=C(C=CC=C1F)C1=CC=CC2=C1NC(=NS2(=O)=O)NCCOC